(R)-2-(3-fluoropiperidin-1-yl)-6-nitrobenzo[d]oxazole F[C@H]1CN(CCC1)C=1OC2=C(N1)C=CC(=C2)[N+](=O)[O-]